cyclobutanedione C1CC(=O)C1=O